CS(=O)CCC1N=N1 3-(2-(methylsulfinyl)ethyl)-3H-diazirine